(2-(1-isopropyl-5-methoxy-1H-indol-3-yl)ethyl)benzenesulfonamide C(C)(C)N1C=C(C2=CC(=CC=C12)OC)CCC1=C(C=CC=C1)S(=O)(=O)N